methyl (1r,4R)-4'-chloro-4-(3-chloroanilino)-2'-[(2R)-3-hydroxy-2-methylpropyl]-2',3'-dihydrospiro[cyclohexane-1,1'-indene]-4-carboxylate ClC1=C2CC(C3(C2=CC=C1)CCC(CC3)(C(=O)OC)NC3=CC(=CC=C3)Cl)C[C@H](CO)C